CC(C(=O)OCC)(C)OC1=C(C=C(C=C1)SCC=1SC(=NN1)C1=CC=C(C=C1)OC(F)(F)F)C ethyl 2-methyl-2-(2-methyl-4-(((5-(4-(trifluoromethoxy)phenyl)-1,3,4-thiadiazol-2-yl)methyl)thio)phenoxy)propanoate